4,4'-Di-tert-butyl-2,2'-bipyridyl C(C)(C)(C)C1=CC(=NC=C1)C1=NC=CC(=C1)C(C)(C)C